(E)-Cycloheptadec-9-en-1-one C1(CCCCCCC\C=C\CCCCCCC1)=O